C(C)(C)C1(N=C(NC1=O)C1=C(C(=O)O)C=C(C=N1)COC)C 2-(4-isopropyl-4-methyl-5-oxo-2-imidazoline-2-yl)-5-methoxymethylnicotinic acid